BrC1=CC=C(C=C1)C1=NNC(=C1)C(=O)OCC ethyl 3-(4-bromophenyl)-1H-pyrazole-5-formate